di(aziridin-1-yl)phosphinic acid (R)-4-([1,1'-biphenyl]-3-yloxy)-5-nitro-2,3-dihydro-1H-inden-1-yl ester C1(=CC(=CC=C1)OC1=C2CC[C@H](C2=CC=C1[N+](=O)[O-])OP(=O)(N1CC1)N1CC1)C1=CC=CC=C1